lutetium-yttrium orthosilicate [Si]([O-])([O-])([O-])[O-].[Y+3].[Lu+3]